S1C(=CC=C1)[C@H](C)[NH-] (S)-N-(1-(thiophen-2-yl)ethyl)-amide